(R)-N-(2-(cyclopropanecarboxamido(4-isopropylphenyl)methyl)phenyl)-1-(2,2,2-trifluoroethyl)azetidine-3-carboxamide C1(CC1)C(=O)N[C@@H](C1=C(C=CC=C1)NC(=O)C1CN(C1)CC(F)(F)F)C1=CC=C(C=C1)C(C)C